N1(N=CC=2CNCCC21)C=2C=C1COC(C1=CC2)=O 5-(4,5,6,7-tetrahydro-1H-pyrazolo[4,3-c]pyridin-1-yl)isobenzofuran-1(3H)-one